(1-(6-chloro-1-(3-fluorophenyl)-1H-indazol-3-yl)ethyl)-3-methyl-1H-pyrazolo[3,4-d]pyrimidin-4-amine ClC1=CC=C2C(=NN(C2=C1)C1=CC(=CC=C1)F)C(C)N1N=C(C=2C1=NC=NC2N)C